N=1N=NC=2C1N=CC(N2)=O triazolopyrazinone